C(C)(C)(C)N(C(O)=O)CC1=CC(=C(C=C1)C=1NC=C(N1)C(F)(F)F)Br.C(=O)(C=1NC2=C(N1)C=CC=C2)C=2NC1=C(N2)C=CC=C1 2,2'-Carbonyl-bisbenzimidazole tert-butyl-(3-bromo-4-(4-(trifluoromethyl)-1H-imidazol-2-yl)benzyl)carbamate